ClC=1C=NC=C(C1C1=C(C=2C(=NC=CN2)N(C1=O)CC(F)F)O)Cl 7-(3,5-dichloro-4-pyridinyl)-5-(2,2-difluoroethyl)-8-hydroxypyrido[2,3-b]pyrazin-6(5H)-one